C(C)(C)(C)OC(=O)O[C@@H]1[C@H]([C@H](N(C1)C(=O)OC(C)(C)C)CC1=CC=C(C=C1)OC1CC1)O tert-butyl (2R,3S,4S)-4-[(tert-butoxycarbonyl)oxy]-2-[(4-cyclopropoxyphenyl)methyl]-3-hydroxypyrrolidine-1-carboxylate